(S)-N-(pyrrolidin-3-yl)quinoline-4-amine hydrochloride Cl.N1C[C@H](CC1)NC1=CC=NC2=CC=CC=C12